CC=1C=2N(C(=NC1)N)C=NN2 8-methyl-[1,2,4]triazolo[4,3-c]pyrimidin-5-amine